7-Amino-6-(3-hydroxy-2,6-dimethylphenyl)-4-(4-azabicyclo[2.2.2]oct-7-yloxy)furo[2,3-d]pyrrolo[2,3-b]pyridine-8-carboxamide NC1=C(C=2C(=NC(=C3C2OC=C3)OC3C2CCN(CC2)C3)N1C1=C(C(=CC=C1C)O)C)C(=O)N